BrCC(=O)C1=C(C#N)C=C(C=C1)F 2-(2-Bromo-acetyl)-5-fluoro-benzonitrile